NC1=CC=NC2=CC=C(C=C12)C1=CC=CC(=N1)C(=O)NCCC1CCN(CC1)C 6-(4-amino-6-quinolyl)-N-[2-(1-methyl-4-piperidyl)ethyl]pyridine-2-carboxamide